bis-phenoxyethanol diacrylate C(C=C)(=O)O.C(C=C)(=O)O.O(C1=CC=CC=C1)C(C)(O)OC1=CC=CC=C1